ethyl (1S,3S,5R)-2-((9,9-difluoro-9H-fluorene-3-carbonyl)glycyl)-5-(hydroxymethyl)-2-azabicyclo[3.1.0]hexane-3-carboxylate FC1(C2=CC=CC=C2C=2C=C(C=CC12)C(=O)NCC(=O)N1[C@H]2C[C@]2(C[C@H]1C(=O)OCC)CO)F